4-(3-fluoro-2-nitrophenyl)-1-isopropyl-3,6-dihydro-2H-pyridine FC=1C(=C(C=CC1)C=1CCN(CC1)C(C)C)[N+](=O)[O-]